3-[3-[[ethyl(methyl)sulfamoyl]amino]-2,6-difluoro-benzoyl]-5-[3-fluoro-4-(4-piperidyl)phenyl]-1H-pyrrolo[2,3-b]pyridine C(C)N(S(=O)(=O)NC=1C(=C(C(=O)C2=CNC3=NC=C(C=C32)C3=CC(=C(C=C3)C3CCNCC3)F)C(=CC1)F)F)C